NC(CC=1C(NC(N([C@H]2[C@H](O)[C@H](O)[C@@H](CO)O2)C1)=O)=O)C 5-(2-amino)propyl-uridine